4,4'-(1,10-phenanthroline-2,9-diyl)bis[benzoic acid] N1=C(C=CC2=CC=C3C=CC(=NC3=C12)C1=CC=C(C(=O)O)C=C1)C1=CC=C(C(=O)O)C=C1